C(#N)C=1C=C(C=NC1)COC1=C(CN[C@H](CC(N)=O)C(=O)O)C=C(C(=C1)NCC=1C(=C(C=CC1)C1=CC=CC=C1)C)C (2-((5-Cyanopyridin-3-yl)methoxy)-5-methyl-4-(((2-methyl-[1,1'-biphenyl]-3-yl)methyl)amino)benzyl)-D-asparagine